(E)-(4-(1-(4-(4-((4-(2-(2,6-dioxopiperidin-3-yl)-3-oxoisoindolin-5-yl)piperazin-1-yl)methyl)piperidin-1-yl)phenyl)-2-phenylbut-1-en-1-yl)phenyl)boronic acid O=C1NC(CCC1N1CC2=CC=C(C=C2C1=O)N1CCN(CC1)CC1CCN(CC1)C1=CC=C(C=C1)\C(=C(/CC)\C1=CC=CC=C1)\C1=CC=C(C=C1)B(O)O)=O